N-(2-(3,5-difluoro-4-((1R,3R)-2-(2-fluoro-2-methylpropyl)-3-methyl-2,3,4,9-tetrahydro-1H-pyrido[3,4-b]indol-1-yl)phenoxy)ethyl)acrylamide FC=1C=C(OCCNC(C=C)=O)C=C(C1[C@H]1N([C@@H](CC2=C1NC1=CC=CC=C21)C)CC(C)(C)F)F